2-chloro-5-iodo-1,3-dibromobenzene ClC1=C(C=C(C=C1Br)I)Br